N-(1,1-dioxothiolan-3-yl)-2,6-dimethoxy-4-[5-(1-methylpyrazol-4-yl)benzimidazol-1-yl]benzamide O=S1(CC(CC1)NC(C1=C(C=C(C=C1OC)N1C=NC2=C1C=CC(=C2)C=2C=NN(C2)C)OC)=O)=O